FC1=CC=C(C=C1)S(=O)(=O)NC1=C(C=CC=C1)[N+](=O)[O-] 4-fluoro-N-(2-nitrophenyl)benzenesulfonamide